N-(2,2-difluoroethyl)-2-(1H-pyrazol-5-yl)-5-(pyrrolidin-1-yl)thieno[3,2-b]pyridin-7-amine FC(CNC1=C2C(=NC(=C1)N1CCCC1)C=C(S2)C2=CC=NN2)F